S(N)(OC[C@@H]1[C@H](C[C@@H](C1)NC1=NC=NC=C1C(=O)C=1SC=C(C1)CN1C=C(C2=CC=CC=C12)C)O)(=O)=O [(1R,2S,4R)-2-hydroxy-4-{[5-({4-[(3-methyl-1H-indol-1-yl)methyl]-2-thienyl} carbonyl)pyrimidin-4-yl] amino}cyclopentyl]methyl sulfamate